C1(=CC=CC=C1)NC=1SC(=C(N1)C)C(C)=O 2-Phenylamino-4-Methyl-5-Acetyl-Thiazole